6-(4-fluorobenzyl)-2,3,9-trihydroxy-6H-dibenzo[c,e][1,2]thiazine 5,5-dioxide FC1=CC=C(CN2S(C3=C(C4=C2C=CC(=C4)O)C=C(C(=C3)O)O)(=O)=O)C=C1